3-(4-Amino-1-(1-(6-chloro-1-(pyridin-3-yl)-1H-indazol-3-yl)ethyl)-1H-pyrazolo[3,4-d]pyrimidin-3-yl)benzonitrile NC1=C2C(=NC=N1)N(N=C2C=2C=C(C#N)C=CC2)C(C)C2=NN(C1=CC(=CC=C21)Cl)C=2C=NC=CC2